N-((1s,3s)-3-(6-((1-(2-(2-(2-((2-(2,6-dioxopiperidin-3-yl)-1,3-Dioxoisoindolin-4-yl)amino)ethoxy)ethoxy)ethyl)piperidin-4-yl)amino)-9H-purin-9-yl)cyclobutyl)-6-methylpicolinamide O=C1NC(CC[C@@H]1N1C(C2=CC=CC(=C2C1=O)NCCOCCOCCN1CCC(CC1)NC1=C2N=CN(C2=NC=N1)C1CC(C1)NC(C1=NC(=CC=C1)C)=O)=O)=O